5-Nitrocatechol [N+](=O)([O-])C1=CC=C(C(O)=C1)O